rac-6-benzyl-2-(2-hydroxy-2-(4-hydroxyphenyl)ethyl)-2-azaspiro[3.3]heptan-6-ol C(C1=CC=CC=C1)C1(CC2(CN(C2)C[C@@H](C2=CC=C(C=C2)O)O)C1)O |r|